CN1C(C(=C(C2=CC=C(C=C12)O[C@H]1COCC1)N1CCC(CC1)C=1OC2=C(N1)C=C(C=C2)C)C#N)=O 1-methyl-4-[4-(5-methyl-1,3-benzoxazol-2-yl)piperidin-1-yl]-2-oxo-7-{[(3R)-oxolane-3-yl]oxy}-1,2-dihydroquinoline-3-carbonitrile